(2-(4-((4-fluoro-3-methylphenyl)carbamoyl)-1,3,5-trimethyl-1H-pyrrol-2-yl)-2-oxoacetyl)-L-serine FC1=C(C=C(C=C1)NC(=O)C=1C(=C(N(C1C)C)C(C(=O)N[C@@H](CO)C(=O)O)=O)C)C